5-chloro-1H-pyrrolo[2,3-c]pyridine-7-carboxylic acid ClC=1C=C2C(=C(N1)C(=O)O)NC=C2